FC1=CC=C(C=C1)C=1N=CN(C1C=1C=CC=2N(N1)C(=CN2)C#N)[C@@H](CO)CC(F)(F)F (R)-6-(4-(4-fluorophenyl)-1-(4,4,4-trifluoro-1-hydroxybutan-2-yl)-1H-imidazol-5-yl)imidazo[1,2-b]pyridazine-3-carbonitrile